2-((4-methoxyphenyl)sulfonyl)-N-methylethan-1-amine COC1=CC=C(C=C1)S(=O)(=O)CCNC